[O-2].[Ti+4].[O-2] Titanium (IV)-oxid